O=C1N(CCC1)C1=NN(C2=CN=CC=C21)CC(=O)OC(C)(C)C tert-Butyl 2-[3-(2-oxopyrrolidin-1-yl)pyrazolo[3,4-c]pyridin-1-yl]acetate